Cl.BrC=1C=CC=2N(C1)C(=CN2)\C=N\N(S(=O)(=O)C2=C(C=CC(=C2)[N+](=O)[O-])C)C N'-[(1E)-(6-bromoimidazo[1,2-a]pyridin-3-yl)methylene]-N,2-dimethyl-5-nitrobenzenesulfonohydrazide hydrochloride